(e-caprolactone) C1(CCCCCO1)=O